ClC1=NNC2=CC(=C(C=C12)F)/C=C/C(=O)NC1=C(C(=CC=C1N1CCN(CC1)C)F)C (E)-3-(3-chloro-5-fluoro-1H-indazol-6-yl)-N-(3-fluoro-2-methyl-6-(4-methylpiperazin-1-yl)phenyl)acrylamide